NCC1=NC(=NO1)C1=C(C=C(C=N1)N(C(=O)N)C=1C=NC=2N(C1C1=CC(=C(C(=C1)OC)OC)OC)N=CC2)C N-{6-[5-(Aminomethyl)-1,2,4-oxadiazol-3-yl]-5-methylpyridin-3-yl}-N-[7-(3,4,5-trimethoxyphenyl)pyrazolo[1,5-a]pyrimidin-6-yl]urea